2-(4-(6-fluoroquinolin-4-yl)-cyclohexyl)acetic acid FC=1C=C2C(=CC=NC2=CC1)C1CCC(CC1)CC(=O)O